2-((6-(2-methoxyethoxy)benzo[d]oxazol-2-yl)amino)-1-methyl-1H-benzo[d]imidazole-5-carboxylic acid COCCOC1=CC2=C(N=C(O2)NC2=NC3=C(N2C)C=CC(=C3)C(=O)O)C=C1